phosphoryl-(1,3-dimethylimidazolidin-2-imine) P(=O)#CN1C(N(CC1)C)=N